1-(3-bromophenyl)-3-(trifluoromethyl)-4,5,6,7-tetrahydroindazole-7-carbonitrile BrC=1C=C(C=CC1)N1N=C(C=2CCCC(C12)C#N)C(F)(F)F